1-(tert-butyl)-5-fluoro-N-(2-fluoro-4-methyl-5-(2-methyl-8-morpholinylimidazo[1,2-b]pyridazin-6-yl)phenyl)-1H-pyrazole-4-carboxamide C(C)(C)(C)N1N=CC(=C1F)C(=O)NC1=C(C=C(C(=C1)C=1C=C(C=2N(N1)C=C(N2)C)N2CCOCC2)C)F